2-{[3,5-bis(trifluoromethyl)phenyl]carbamoyl}-4-chlorophenyl-dihydropyran dimeglumine salt N(C)C[C@H](O)[C@@H](O)[C@H](O)[C@H](O)CO.N(C)C[C@H](O)[C@@H](O)[C@H](O)[C@H](O)CO.FC(C=1C=C(C=C(C1)C(F)(F)F)NC(=O)C1=C(C=CC(=C1)Cl)C1OC=CCC1)(F)F